(S)-α-methyl-4-nitrobenzylamine C[C@@H](C1=CC=C(C=C1)[N+](=O)[O-])N